OC1=C(C=C(C=C1Br)C(C)(C)C1=CC(=C(C(=C1)Br)O)Br)Br bis(4-hydroxy-3,5-dibromophenyl)propane